Methyl-5-benzyl-3-((1-isopropyl-3-methyl-1H-pyrazole-4-carboxamido)methyl)-4,5-dihydroisoxazole CC1C(=NOC1CC1=CC=CC=C1)CNC(=O)C=1C(=NN(C1)C(C)C)C